COC1=NC=CC(=C1)C[C@@H]1CNCC1 (S)-2-methoxy-4-(pyrrolidin-3-ylmethyl)pyridine